(E)-N'-(5-(azetidin-3-yloxy)-2-fluorobenzylidene)-6-(6-ethoxypyridin-3-yl)pyrazine-2-carbohydrazide N1CC(C1)OC=1C=CC(=C(\C=N\NC(=O)C2=NC(=CN=C2)C=2C=NC(=CC2)OCC)C1)F